4-[2-(1,3-benzodioxol-5-yl)-1H-imidazol-4-yl]-2-bromopyridine O1COC2=C1C=CC(=C2)C=2NC=C(N2)C2=CC(=NC=C2)Br